2-(benzyloxy)-1-(2-(2,2,2-trifluoroethoxy)pyridin-4-yl)ethan-1-amine C(C1=CC=CC=C1)OCC(N)C1=CC(=NC=C1)OCC(F)(F)F